N1C(=CC=C2C=CC=3C(=C12)C=1C=CC=CC1N3)C(=O)O indoloquinolinic acid